4-[1-(4-fluorophenyl)-2-(2-methoxy-1,1-dimethyl-ethyl)-6-methyl-5-nitro-pyrrolo[2,3-b]pyridin-3-yl]benzoic acid methyl ester COC(C1=CC=C(C=C1)C1=C(N(C2=NC(=C(C=C21)[N+](=O)[O-])C)C2=CC=C(C=C2)F)C(COC)(C)C)=O